C1(=CC(=CC=C1)N(C1=NC=2N(C3=CC(=CC=C13)N)C=NN2)C)C2=CC=CC=C2 N5-([1,1'-Biphenyl]-3-yl)-N5-methyl-[1,2,4]triazolo[4,3-a]quinazoline-5,8-diamine